[5-(1,3-dioxolan-2-yl)pentyl]lithium O1C(OCC1)CCCCC[Li]